(R)-N-(3-(5-(2-aminopyrimidin-4-yl)-2-(4-(4-((1-(4-(2,6-dioxopiperidin-3-yl)phenyl)piperidin-4-yl)methyl)piperazin-1-yl)phenyl)thiazol-4-yl)-2-fluorophenyl)propane-1-sulfonamide NC1=NC=CC(=N1)C1=C(N=C(S1)C1=CC=C(C=C1)N1CCN(CC1)CC1CCN(CC1)C1=CC=C(C=C1)[C@@H]1C(NC(CC1)=O)=O)C=1C(=C(C=CC1)NS(=O)(=O)CCC)F